O[C@H]1CN(C[C@H](C1O)O)CC1CCN(CC1)C(CCC)=O 1-(4-(((3S,4r,5R)-3,4,5-trihydroxypiperidin-1-yl)methyl)piperidin-1-yl)butan-1-one